(S)-(3-chloro-2,4-difluorophenyl)((R)-(3,3-difluorocyclopentyl)methyl)-2-methyl-3-oxopiperazine-1-carboxamide ClC=1C(=C(C=CC1F)N1C([C@](N(CC1)C(=O)N)(C)C[C@@H]1CC(CC1)(F)F)=O)F